C(C)(C)(C)OC(=O)N1CC(CCCC1)NC1=C2C(=NC=C1)N(C=C2C=2C=NC=NC2)COCC[Si](C)(C)C 3-[[3-pyrimidin-5-yl-1-(2-trimethylsilylethoxymethyl)pyrrolo[2,3-b]pyridin-4-yl]amino]azepan-1-carboxylic acid tert-butyl ester